C1(CC1)C1=C(C=CC=C1)N1CCC(CC1)N1C(N(C=2C(C1)=CN(N2)C)CC2=C(C=CC=C2)C(F)(F)F)=O 5-[1-(2-Cyclopropyl-phenyl)-piperidin-4-yl]-2-methyl-7-(2-trifluoromethyl-benzyl)-2,4,5,7-tetrahydro-pyrazolo[3,4-d]pyrimidin-6-on